ClC1=CC=C2C(=C(NC2=C1Cl)C=1NC(=NN1)C(COC)=O)C=1C=NNC1 (5-(6,7-dichloro-3-(1H-pyrazol-4-yl)-1H-indol-2-yl)-4H-1,2,4-triazol-3-yl)-2-methoxyethan-1-one